CC1=CN=C(N1)C(=O)OCC ethyl 5-methyl-1H-imidazole-2-carboxylate